4-[1-(2,2-dimethylpropionyl)-5-(4-fluorophenyl)-6-tetrahydropyran-4-yl-pyrrolo[3,2-f]indazol-7-yl]benzoic acid tert-butyl ester C(C)(C)(C)OC(C1=CC=C(C=C1)N1C(=C(C=2C=C3C=NN(C3=CC21)C(C(C)(C)C)=O)C2=CC=C(C=C2)F)C2CCOCC2)=O